C(C=O)(=O)O.C(=O)(NC)NC Dimethylurea glyoxalate